(±)-cis-(4-methyltetrahydrofuran-3-yl) 4-nitrobenzoate [N+](=O)([O-])C1=CC=C(C(=O)O[C@@H]2COC[C@@H]2C)C=C1 |r|